(-)-α-phenethylamine C[C@@H](C1=CC=CC=C1)N